azatricine N(NC(=O)O)C(CO)(CO)CO